N,N-dimethylaminobutyraldehyde diethyl acetal C(C)OC(C(CC)N(C)C)OCC